imino-1-n-butyllithium N=CCCC[Li]